isopropyl (E)-4-(2-butoxyvinyl)-2-chloropyrimidine-5-carboxylate C(CCC)O/C=C/C1=NC(=NC=C1C(=O)OC(C)C)Cl